cis-1-(2-(1,8-naphthyridin-3-yl)thieno[2,3-d]pyrimidin-6-yl)-3-(trifluoromethyl)cyclobutanol N1=CC(=CC2=CC=CN=C12)C=1N=CC2=C(N1)SC(=C2)C2(CC(C2)C(F)(F)F)O